3-butyl-3-ethyl-8-hydroxy-7-methoxy-2-(4-methoxybenzyl)-5-phenyl-2,3,4,5-tetrahydro-1,2,5-benzothiadiazepine 1,1-dioxide C(CCC)C1(N(S(C2=C(N(C1)C1=CC=CC=C1)C=C(C(=C2)O)OC)(=O)=O)CC2=CC=C(C=C2)OC)CC